S1C2=C(C=C1)C(=CC=C2)C=2C=CC(=NC2CC)N 5-(benzo[b]thiophen-4-yl)-6-ethylpyridin-2-amine